C(C)(C)(C)OC(=O)C1=CC=NC2=CC=C(C=C12)NCCC1(CCCCC1)O 6-((2-(1-hydroxycyclohexyl)ethyl)amino)quinoline-4-carboxylic acid tert-butyl ester